C1(CC1)C1OCCN(C1)C=1N=C(C2=C(N1)N=CC=C2)NCC=2C(=NC=CC2)C(F)(F)F 2-(2-cyclopropylmorpholino)-N-((2-(trifluoromethyl)pyridin-3-yl)methyl)pyrido[2,3-d]pyrimidin-4-amine